(2R,6R)-2-(2-chlorophenyl)-6-hydroxy-6-methyl-2-methylamino-cyclohexane-1-one hydrochloride Cl.ClC1=C(C=CC=C1)[C@]1(C([C@](CCC1)(C)O)=O)NC